The molecule is a 2-methylbutanoyl-CoA(4-) obtained by deprotonation of phosphate and diphosphate functions of (S)-2-methylbutanoyl-CoA; major species at pH 7.3. It is a conjugate base of a (S)-2-methylbutanoyl-CoA. CC[C@H](C)C(=O)SCCNC(=O)CCNC(=O)[C@@H](C(C)(C)COP(=O)([O-])OP(=O)([O-])OC[C@@H]1[C@H]([C@H]([C@@H](O1)N2C=NC3=C(N=CN=C32)N)O)OP(=O)([O-])[O-])O